(R)-1-((S)-7-(8-ethyl-7-fluoro-3-hydroxynaphthalen-1-yl)-6,8-difluoro-2-(((2R,7aS)-2-fluorotetrahydro-1H-pyrrolizin-7a(5H)-yl)methoxy)quinazolin-4-yl)-3-methylpiperidin-3-ol C(C)C=1C(=CC=C2C=C(C=C(C12)C1=C(C=C2C(=NC(=NC2=C1F)OC[C@]12CCCN2C[C@@H](C1)F)N1C[C@@](CCC1)(O)C)F)O)F